2-(3-(2-(6-chloro-1H-benzo[d]imidazol-2-yl)-2-cyanovinyl)-2,5-dimethyl-1H-pyrrol-1-yl)-4,5-dimethylfuran-3-carbonitrile ClC=1C=CC2=C(NC(=N2)C(=CC2=C(N(C(=C2)C)C=2OC(=C(C2C#N)C)C)C)C#N)C1